5-(3-hydroxy-2-oxo-3-(trifluoromethyl)indolin-1-yl)nicotinaldehyde OC1(C(N(C2=CC=CC=C12)C=1C=NC=C(C=O)C1)=O)C(F)(F)F